FC=1C=C(C=CC1OC1=CC=NC2=CC(=C(C=C12)C(NCCN1CCOCC1)=O)OC)NC(=O)C1=C2C(=CN(C1=O)C1=CC=C(C=C1)F)CCO2 N-(3-fluoro-4-((7-methoxy-6-((2-morpholinoethyl)carbamoyl)quinolin-4-yl)oxy)phenyl)-5-(4-fluorophenyl)-6-oxo-2,3,5,6-tetrahydrofuro[3,2-c]pyridine-7-carboxamide